1-(1H-imidazol-4-ylmethyl)-5-propylpiperidin-2-one N1C=NC(=C1)CN1C(CCC(C1)CCC)=O